4-(6-Azabicyclo[3.1.1]heptane-3-yl)-2-(2,6-dioxopiperidin-3-yl)-6-fluoroisoindoline C12CC(CC(N1)C2)C2=C1CN(CC1=CC(=C2)F)C2C(NC(CC2)=O)=O